CCOC(=O)C[C@@H](CCl)O (S)-(-)-4-chloro-3-hydroxybutyric acid ethyl ester